ClCSCCCS 3-((chloromethyl)thio)propane-1-thiol